ClC=1C=C(CC2C[C@H](NC2)C(=O)O)C=CC1 γ-(3-chloro-benzyl)-proline